C(C)(C)(C)OC([C@H](C)OC1=C(C=C(C(=C1)F)Cl)C1=NOCC1OCC)=O tert-Butyl-(2S)-2-[4-chloro-5-fluoro-2-(4-ethoxy-4,5-dihydroisoxazol-3-yl)phenoxy]propanoat